ClC1=CC=C(C(=N1)C=1C(=NN(C1)CC(F)(F)F)C)C(C)=O 1-[6-chloro-2-[3-methyl-1-(2,2,2-trifluoroethyl)pyrazol-4-yl]-3-pyridyl]ethanone